CC(C(=O)O)(CN1CCN(CC1)C1=NC2=C(SC3=C1C=CC=C3)C=C(C=C2)C)C 2,2-dimethyl-3-(4-(7-methyldibenzo[B,f][1,4]thiazepin-11-yl)piperazin-1-yl)propionic acid